6-chloro-2-(4,4-difluoropiperidin-1-yl)-3-nitropyridine ClC1=CC=C(C(=N1)N1CCC(CC1)(F)F)[N+](=O)[O-]